C(C)(C)(C)C(=O)NCC=1C=C(C(=O)O)C=C(C1)CNC(=O)C(C)(C)C 3,5-bis((tert-butylcarbonyl)amino)methylbenzoic acid